bis(2,3-dimercaptopropyl)sulfide SC(CSCC(CS)S)CS